tert-Butyl 4-(4-((5-fluoro-4-(8-fluoro-4-isopropyl-3,4-dihydro-2H-benzo[b][1,4]oxazin-6-yl)pyrimidin-2-yl)amino)-3-methyl-1H-pyrazol-1-yl)piperidine-1-carboxylate FC=1C(=NC(=NC1)NC=1C(=NN(C1)C1CCN(CC1)C(=O)OC(C)(C)C)C)C1=CC2=C(OCCN2C(C)C)C(=C1)F